N-(((9H-fluoren-9-yl)methoxy)carbonyl)-N-hexylglycine C1=CC=CC=2C3=CC=CC=C3C(C12)COC(=O)N(CC(=O)O)CCCCCC